ClC=1C=C(C=C2C(=C(C=NC12)C#N)NC=1C=NC(=C(C1)F)F)N[C@@H](C=1C(=NC(=CC1)F)F)C=1N=NN(C1)C1CC1 (S)-8-chloro-6-(((1-cyclopropyl-1H-1,2,3-triazol-4-yl)(2,6-difluoropyridin-3-yl)methyl)amino)-4-((5,6-difluoropyridin-3-yl)amino)quinoline-3-carbonitrile